CCCCCCCCCCCCCCCCOC[C@H](COP(=O)(O)OC[C@H](CO)O)OC(=O)CCCCCCCCCCCCCCC 1-hexadecyl-2-hexadecanoyl-glycero-3-phospho-(1'-sn-glycerol)